ClC1=CC(=CC=2N=C(OC21)C=2C(=C(C=CC2)C2=C(C(=CC=C2)NC2=NC=CC1=NC=CN=C12)C)C)CO (7-chloro-2-(2,2'-dimethyl-3'-(pyrido[4,3-b]pyrazin-5-ylamino)biphenyl-3-yl)benzo[d]oxazol-5-yl)methanol